tert-Butyl (2S)-2-[methyl-(4-methyl-2,3-dihydropyrido[3,2-b][1,4]oxazin-6-yl)-carbamoyl]pyrrolidine-1-carboxylate CN(C(=O)[C@H]1N(CCC1)C(=O)OC(C)(C)C)C=1C=CC=2OCCN(C2N1)C